N-[4-(2-methyl-3-pyridyl)thiazol-2-yl]-5-morpholino-pyrazine-2-carboxamide CC1=NC=CC=C1C=1N=C(SC1)NC(=O)C1=NC=C(N=C1)N1CCOCC1